N1=C(C=NC=C1)[C@H]1N(OCC1)C(=O)[C@@H]1CC[C@H](CC1)CC1=NC=CN=C1 trans-[(3S)-3-pyrazin-2-ylisoxazolidin-2-yl]-[4-(pyrazin-2-ylmethyl)cyclohexyl]methanone